O=C(CC1=NC=2C(=C3C(=NC2)NC=C3)N1C1CCC(CC1)CC#N)N1CCCCC1 2-((1r,4r)-4-(2-(2-oxo-2-(piperidin-1-yl)ethyl)imidazo[4,5-d]Pyrrolo[2,3-b]Pyridin-1(6H)-yl)cyclohexyl)acetonitrile